4-(N-m-chlorophenyl)amino-1-butene ClC=1C=C(C=CC1)NCCC=C